FC1=CC2=C(C(CO2)C)C=C1S(=O)(=O)Cl 6-fluoro-3-methyl-2,3-dihydrobenzofuran-5-sulfonyl chloride